FC(C=1C(=C(C=CC1)[C@@H](C)NC=1C2=C(N=C(N1)C)N=C(C(=C2)C2=NN=NN2)N2CCCC2)F)F (R)-N-(1-(3-(difluoromethyl)-2-fluorophenyl)ethyl)-2-methyl-7-(pyrrolidin-1-yl)-6-(1H-tetrazol-5-yl)pyrido[2,3-d]pyrimidin-4-amine